N=1C=C(N2C1C=CC=C2)C(=O)[O-] imidazo[1,2-a]pyridine-3-carboxylate